nickel cobalt manganese iron calcium [Ca].[Fe].[Mn].[Co].[Ni]